5-(difluoromethyl)-2-fluoro-benzonitrile FC(C=1C=CC(=C(C#N)C1)F)F